(S)-N-[(3R,4R)-3-(4-Fluorotetrahydropyran-4-Yl)Chroman-4-Yl]-2-Methyl-Propane-2-Sulfinamide FC1(CCOCC1)[C@H]1COC2=CC=CC=C2[C@@H]1N[S@@](=O)C(C)(C)C